NC(CCN1C(C2=CC=CC=C2C1=O)=O)(C)C 2-(3-amino-3-methylbutyl)isoindoline-1,3-dione